N-[(1S)-2-[[(1S)-1-cyano-2-[(3S)-2-oxopyrrolidin-3-yl]ethyl]amino]-1-(cyclobutylmethyl)-2-oxo-ethyl]-4-methoxy-1H-indole-2-carboxamide C(#N)[C@H](C[C@H]1C(NCC1)=O)NC([C@H](CC1CCC1)NC(=O)C=1NC2=CC=CC(=C2C1)OC)=O